N-({4-bromo-1H,3H-furo[3,4-c]quinolin-7-yl}methyl)-6-cyclopropyl-N-(4,4-difluoro-1,1-di-oxo-3,4-dihydro-2H-1λ6-benzothiopyran-8-yl)pyridine-3-carboxamide BrC1=NC=2C=C(C=CC2C2=C1COC2)CN(C(=O)C=2C=NC(=CC2)C2CC2)C2=CC=CC=1C(CCS(C12)(=O)=O)(F)F